C(C)C(CN1C(=C(C(C2=CC=C(C=C12)OC(=O)C(C)(C)C)=O)OC(=O)C(C)(C)C)C1=CC(=C(C=C1)OC(=O)C(C)(C)C)OC(=O)C(C)(C)C)CCCC N-(2-ethylhexyl)-2-(3,4-di-(t-butylcarbonyloxy)-phenyl)-3,7-di-(t-butylcarbonyloxy)-quinolin-4-one